FC(OC1=CC=C2C=C(NC2=C1)C(=O)O)(F)F 6-(trifluoromethoxy)-1H-indole-2-carboxylic acid